C(CC=1OCCN1)C=1OCCN1 1,2-ethylenebisOxazoline